Cl.ClCC1=NC(=NC=C1)C(F)(F)F 4-(Chloromethyl)-2-(trifluoromethyl)pyrimidin Hydrochlorid